CC1=C(C(=CC=C1)C)OC1=CC=C(C=C1)N1C(NN=C1C)=O 4-{4-[(2,6-dimethylphenyl)oxy]phenyl}-5-methyl-2,4-dihydro-3H-1,2,4-triazol-3-one